4,4-bis{[(5Z)-oct-5-enyl]oxy}butanoic acid C(CCC\C=C/CC)OC(CCC(=O)O)OCCCC\C=C/CC